N[C@@H](CCCNC(N)=N)C(=O)O.N[C@@H](CCCNC(N)=N)C(=O)O arginine (arginin) salt